N1(C=NC=C1)C1=CC=C(CN(C2=CC(=NC=C2)CN2CCOCC2)CC2=CC(=CC=C2)OC)C=C1 N-(4-(1H-imidazol-1-yl)benzyl)-N-(3-methoxybenzyl)-2-(morpholinomethyl)pyridin-4-amine